O=C1[C@H](COC2=C(N1)C=CC=C2)NC(OC(C)(C)C)=O tert-Butyl N-((3S)-4-oxo-2,3,4,5-tetrahydro-1,5-benzoxazepin-3-yl)carbamate